NC1=NC(=C(C#N)C(=C1)C(F)(F)F)C=1C=C2CN(C(C2=CC1)=O)C1C(NC(CC1)=O)=O 6-amino-2-(2-(2,6-dioxopiperidin-3-yl)-1-oxoisoindolin-5-yl)-4-(trifluoromethyl)nicotinonitrile